C(C)(C)(C)OC(=O)N[C@H](C=1N=C2N(N=CC(=C2)C(=O)C2C(N([C@@H](C2)C(F)(F)F)C(=O)OC(C)(C)C)=O)C1)C1CCC(CC1)(F)F tert-Butyl (5S)-3-(2-((S)-((tert-butoxycarbonyl)amino)(4,4-difluorocyclohexyl)methyl)imidazo[1,2-b]pyridazine-7-carbonyl)-2-oxo-5-(trifluoromethyl)pyrrolidine-1-carboxylate